1-(2-aminopyrimidin-5-yl)-3-(1-(5,7-difluoro-3-methylbenzofuran-2-yl)-2-methylpropyl)urea NC1=NC=C(C=N1)NC(=O)NC(C(C)C)C=1OC2=C(C1C)C=C(C=C2F)F